N[C@H]1CN(C[C@@H]1OC)C=1C=C2CN3[C@@H](C2=CC1)CN(C[C@H]3C)C3=C1C=CC=NC1=C(C=C3)C#N 5-[(4R,10bS)-8-[(3S,4S)-3-amino-4-methoxy-pyrrolidin-1-yl]-4-methyl-3,4,6,10b-tetrahydro-1H-pyrazino[2,1-a]isoindol-2-yl]quinoline-8-carbonitrile